7-(1-methyl-1H-pyrazol-4-yl)-N-(2-methyl-5-(2-(tetrahydro-1H-pyrrolizin-7a(5H)-yl)acetamido)pyridin-3-yl)-[1,2,4]triazolo[4,3-a]pyridine-3-carboxamide CN1N=CC(=C1)C1=CC=2N(C=C1)C(=NN2)C(=O)NC=2C(=NC=C(C2)NC(CC21CCCN1CCC2)=O)C